N-isopropyl-N-methyl-5-[(3R)-3-amino-5-[(4-chlorophenyl)methyl]-8-fluoro-1,1,4-trioxo-2,3-dihydro-1λ6,5-benzothiazepin-7-yl]-1,3,4-oxadiazole-2-carboxamide C(C)(C)N(C(=O)C=1OC(=NN1)C=1C(=CC2=C(N(C([C@H](CS2(=O)=O)N)=O)CC2=CC=C(C=C2)Cl)C1)F)C